FC=1C=C(C(=O)N[C@H]2C[C@H](CCC2)NC2=CC(=NC3=CC=C(C=C23)F)C(F)(F)F)C=CC1S(=O)(=O)C 3-fluoro-N-[(1r,3s)-3-{[6-fluoro-2-(trifluoromethyl)quinolin-4-yl]amino}cyclohexyl]-4-methanesulfonyl-benzamide